1,3-dichloropyridine ClN1CC(=CC=C1)Cl